O[C@@H](C(=O)NCCC(=O)NCCS)C(CO)(C)C (R)-2,4-dihydroxy-N-[3-[(2-mercaptoethyl)amino]-3-oxopropyl]-3,3-dimethylbutanamide